CC(C[C@@H](C(N[C@H](C=O)C[C@H]1C(NCC1)=O)=O)NC(=O)OC1CCN(CC1)C(=O)OC(C)(C)C)C tert-butyl 4-((((S)-4-methyl-1-oxo-1-(((S)-1-oxo-3-((S)-2-oxopyrrolidin-3-yl)propan-2-yl)amino)pentan-2-yl)carbamoyl)oxy)piperidine-1-carboxylate